rac-(2r,5s)-5-(4-bromophenyl)-2-cyclopropylmorpholine-4-carboxylic acid tert-butyl ester C(C)(C)(C)OC(=O)N1C[C@H](OC[C@@H]1C1=CC=C(C=C1)Br)C1CC1 |r|